[NH4+].C(CCCCCCCCCCCCCCCCC)(=O)[O-] stearic acid, ammonium salt